ferroceneacetyl-octadecadienol [C-]1(C=CC=C1)CC(=O)C(=CC=CCCCCCCCCCCCCCC)O.[CH-]1C=CC=C1.[Fe+2]